Ethyl 3-fluoro-5-[({1-[2-fluoro-4-(trifluoromethoxy) phenyl]cyclopropyl} carbonyl)amino]-2-(1-methyl-1H-indazol-6-yl)benzoate FC=1C(=C(C(=O)OCC)C=C(C1)NC(=O)C1(CC1)C1=C(C=C(C=C1)OC(F)(F)F)F)C1=CC=C2C=NN(C2=C1)C